CC=1C=NOC1C(=O)NC1CCC(CC1)NC1=CC(=NC2=CC=CC=C12)C(F)(F)F 4-methyl-N-[(1s,4s)-4-{[2-(trifluoromethyl)quinolin-4-yl]amino}cyclohexyl]-1,2-oxazole-5-carboxamide